C(C)O[Si](CC)(OCC)OCC 2-triethoxysilylethane